C(#N)\C(=C/NC1=C(C(=O)OC)C=CC=C1)\CC#N Methyl (Z)-2-((2,3-dicyanoprop-1-en-1-yl)amino)benzoate